ClC(C=O)=CC1=CC=CC=C1 2-chloro-3-phenyl-acrolein